N-[1-(5-{5-[3-Fluoro-5-(trifluoromethyl)phenyl]-7-[{[1-(methoxymethyl)cyclobutyl]methyl}(methyl)amino]-1H-imidazo[4,5-b]pyridin-2-yl}pyrazin-2-yl)piperidin-4-yl]glycin FC=1C=C(C=C(C1)C(F)(F)F)C1=CC(=C2C(=N1)N=C(N2)C=2N=CC(=NC2)N2CCC(CC2)NCC(=O)O)N(C)CC2(CCC2)COC